C(C)NCC(=O)O ethyl-glycine